(2S)-1-[(1S)-1-[bis(1,1-dimethylethyl)phosphino]ethyl]-2-(diphenylphosphino)ferrocene CC([C]1[CH][CH][CH][C]1P(C2=CC=CC=C2)C3=CC=CC=C3)P(C(C)(C)C)C(C)(C)C.[CH]1[CH][CH][CH][CH]1.[Fe]